NCC1=CC=C(C=C1)C=1N=C2SC3=NC(=CC=C3N2C1)C(=O)NCCCN(CC)CC 2-(4-(aminomethyl)phenyl)-N-(3-(diethylamino)propyl)imidazo[2',1':2,3]thiazolo[5,4-b]pyridine-7-carboxamide